Cl.FC1=CC=C(C=C1)N1N=CC(=C1)C=1C=C(C=CC1)[C@@H](C)N (R)-1-(3-(1-(4-fluorophenyl)-1H-pyrazol-4-yl)phenyl)ethylamine hydrochloride